tert-butyl (2-(cyclopropanecarboxamido)-5-ethoxypyridin-4-yl)carbamate C1(CC1)C(=O)NC1=NC=C(C(=C1)NC(OC(C)(C)C)=O)OCC